2-methyl-pentamethylene diisocyanate CC(CN=C=O)CCCN=C=O